(tetrahydrofuran-3-yloxy)-4-formylbiphenyl O1CC(CC1)OC1=C(C=CC(=C1)C=O)C1=CC=CC=C1